N-butyl-1,2,2,6,6-pentamethylpiperidine-4-amine C(CCC)NC1CC(N(C(C1)(C)C)C)(C)C